3,5-dibromobenzoyl chloride BrC=1C=C(C(=O)Cl)C=C(C1)Br